Dimethyl-5-tert-butyl-2-bromoisophthalic acid CC1=C(C(=C(C(=C1C(=O)O)Br)C(=O)O)C)C(C)(C)C